ClC1=C(OCC(=O)O)C=CC=C1Cl 2,3-dichlorophenoxyacetic acid